(R)-N-(7-(1-(1-acryloylpiperidin-3-yl)-4-amino-1H-pyrazolo[3,4-d]pyrimidin-3-yl)benzo[d][1,3]dioxol-4-yl)-[1,1'-biphenyl]-4-carboxamide C(C=C)(=O)N1C[C@@H](CCC1)N1N=C(C=2C1=NC=NC2N)C2=CC=C(C1=C2OCO1)NC(=O)C1=CC=C(C=C1)C1=CC=CC=C1